methyl-2,3-dioxo-1,4-dihydroquinoxaline-6-sulfonamide CN1C(C(NC2=CC(=CC=C12)S(=O)(=O)N)=O)=O